ClC=1C(=C(C(=C(C1)C(C)O)OCC)C=1C=NC(=CC1)C(F)(F)F)F 1-(5-chloro-2-ethoxy-4-fluoro-3-(6-(trifluoromethyl)pyridin-3-yl)phenyl)ethan-1-ol